1,1-bis(p-hydroxyphenyl)ethane ethyl-2-isopropyl-5,5-dimethyl-4-oxo-hept-6-enoate C(C)OC(C(CC(C(C=C)(C)C)=O)C(C)C)=O.OC1=CC=C(C=C1)C(C)C1=CC=C(C=C1)O